N-[(5,6-dichloro-1-{[2-(trimethylsilyl)ethoxy]methyl}-1H-benzimidazol-2-yl)methyl]-N-(4-methoxybenzyl)-2-(morpholin-4-yl)-8-(1,3-thiazol-4-yl)pyrazolo[1,5-a][1,3,5]triazin-4-amine ClC1=CC2=C(N(C(=N2)CN(C2=NC(=NC=3N2N=CC3C=3N=CSC3)N3CCOCC3)CC3=CC=C(C=C3)OC)COCC[Si](C)(C)C)C=C1Cl